2-(4-ethoxybenzylidene)malononitrile C(C)OC1=CC=C(C=C(C#N)C#N)C=C1